C[N] N-methyl-Nitrogen